N1(CCN(CC1)CCN(CCC(C(=O)[O-])(CCCCCCCC)CCCCCC)CCC(C(=O)[O-])(CCCCCCCC)CCCCCC)CCN(CCC(C(=O)[O-])(CCCCCCCC)CCCCCC)CCC(C(=O)[O-])(CCCCCCCC)CCCCCC ((piperazine-1,4-diylbis(ethane-2,1-diyl))bis(azanetriyl))tetrakis(ethane-2,1-diyl)tetrakis(2-hexyldecanoate)